F[C@H]1CNCC[C@H]1NC1=CC=CC=2C(=C(OC21)C#CCNC2=C(C=C(C(=O)NC)C=C2)OC)SC(F)(F)F 4-{[3-(7-{[(3S,4R)-3-fluoropiperidin-4-yl]amino}-3-[(trifluoromethyl)sulfanyl]-1-benzofuran-2-yl)prop-2-yn-1-yl]amino}-3-methoxy-N-methylbenzamide